(S)-4-chloro-3,5-difluoro-N-(8-fluoro-6-oxo-1,4,5,6-tetrahydro-2H-pyrano[3,4-c]isoquinolin-1-yl)-N-methylbenzamide ClC1=C(C=C(C(=O)N(C)[C@@H]2COCC=3NC(C=4C=C(C=CC4C32)F)=O)C=C1F)F